O=C1NC(CCC1N1C(C2=CC(=C(C=C2C1=O)OC[C@H]1CN(CC1)C(=O)OC(C)(C)C)F)=O)=O (3R)-tert-butyl 3-(((2-(2,6-dioxopiperidin-3-yl)-6-fluoro-1,3-dioxoisoindolin-5-yl)oxy)methyl)pyrrolidine-1-carboxylate